(S)-7-(2-methoxy-3,5-dimethylpyridin-4-yl)-1-(tetrahydrofuran-3-yl)-1H-pyrazolo[4,3-c]quinolin-4(5H)-one maleate C(\C=C/C(=O)O)(=O)O.COC1=NC=C(C(=C1C)C=1C=CC=2C3=C(C(NC2C1)=O)C=NN3[C@@H]3COCC3)C